Cl.C(C)OC[C@@]1(CN(CC1)CC=1C=CC(NC1)=O)CCC=1SC=CC1 (S)-5-((3-(ethoxymethyl)-3-(2-(thiophen-2-yl)ethyl)pyrrolidin-1-yl)methyl)pyridin-2(1H)-one HCl